NC1=NC=CC=C1C1=NC=2C(=NC(=CC2)C2=CC=CC=C2)N1C1=CC=C(CN2CC3(CC2)CCC(CC3)NC(OC(C)(C)C)=O)C=C1 tert-Butyl (2-(4-(2-(2-aminopyridin-3-yl)-5-phenyl-3H-imidazo[4,5-b]pyridin-3-yl)benzyl)-2-azaspiro[4.5]decan-8-yl)carbamate